FC(CN1N(C=CC1=O)COCC[Si](C)(C)C)(F)F 2-(2,2,2-trifluoroethyl)-1-{[2-(trimethylsilyl)ethoxy]methyl}pyrazol-3-one